3-[3-methyl-5-[methyl(4-piperidyl)amino]-2-oxo-benzimidazol-1-yl]piperidine-2,6-dione CN1C(N(C2=C1C=C(C=C2)N(C2CCNCC2)C)C2C(NC(CC2)=O)=O)=O